ClC1=CC(=C(C=C1)N1CCC2(CC1)C=1C=CC(=NC1CNC2)C=2C(=NC=CC2)OCC)C(F)(F)F 1'-[4-chloro-2-(trifluoromethyl)phenyl]-2-(2-ethoxypyridin-3-yl)spiro[7,8-dihydro-6H-1,7-naphthyridine-5,4'-piperidine]